4,4'-[1,4-phenylenedi(1-methylethylene)]bis[2,3,6-trimethylphenol] C1(=CC=C(C=C1)C(CC1=C(C(=C(C(=C1)C)O)C)C)C)C(CC1=C(C(=C(C(=C1)C)O)C)C)C